(S)-2-((7-(6-((4-chloro-2-fluorobenzyl)oxy)pyridin-2-yl)-1H-indol-4-yl)methyl)-1-(oxetan-2-ylmethyl)-1H-benzo[d]imidazole-6-carboxylic acid ClC1=CC(=C(COC2=CC=CC(=N2)C=2C=CC(=C3C=CNC23)CC2=NC3=C(N2C[C@H]2OCC2)C=C(C=C3)C(=O)O)C=C1)F